FC(C1=CC=C(NCC2=NC(=CC=C2)CNC2=CC=C(C=C2)C(F)(F)F)C=C1)(F)F 2,6-Bis(4-trifluoromethylanilinomethyl)pyridine